(1,5-Dimethyl-1H-pyrazol-3-yl)methyl ((S)-1-(4,4-difluorocyclohexyl)-2-oxo-2-((4-(((S)-2-oxo-4-(trifluoromethyl)imidazolidin-1-yl)methyl)pyridin-2-yl)amino)ethyl)carbamate FC1(CCC(CC1)[C@@H](C(NC1=NC=CC(=C1)CN1C(N[C@@H](C1)C(F)(F)F)=O)=O)NC(OCC1=NN(C(=C1)C)C)=O)F